3-cyano-5-sulfamoyl-4-[4-(trifluoromethyl)-1H-Pyrazol-1-yl]Phenyl-acetamide C(#N)C=1C=C(C=C(C1N1N=CC(=C1)C(F)(F)F)S(N)(=O)=O)CC(=O)N